O(C1=CC=CC=C1)C1=NC(=NC(=C1C1=CC=CC=C1)C1=CC=CC=C1)NS(=O)(=O)C1=CC=CC=C1 N-(4-phenoxy-5,6-diphenyl-pyrimidin-2-yl)benzenesulfonamide